magnesium-cobalt-chromium [Cr].[Co].[Mg]